tert-butyl (4-(7-(4''-(((2-hydroxyethyl)amino)methyl)-2,2'-dimethyl-[1,1':3',1''-terphenyl]-3-yl)-[1,2,4]triazolo[4,3-a]pyridin-3-yl)benzyl)-D-prolinate OCCNCC1=CC=C(C=C1)C=1C(=C(C=CC1)C1=C(C(=CC=C1)C1=CC=2N(C=C1)C(=NN2)C2=CC=C(CN1[C@H](CCC1)C(=O)OC(C)(C)C)C=C2)C)C